3-methyl-1-phenyl-2-phospholen-1-oxide CC1=CP(CC1)(C1=CC=CC=C1)=O